(3aS,4R,6aS)-5-(((tert-Butyldiphenylsilyl)oxy)methyl)-2,2,4-trimethyl-3a,6a-dihydro-4H-cyclopenta[d][1,3]dioxol-4-ol [Si](C1=CC=CC=C1)(C1=CC=CC=C1)(C(C)(C)C)OCC=1[C@]([C@@H]2[C@@H](OC(O2)(C)C)C1)(O)C